2-(3,4-Dimethoxyphenyl)-1-(1,3-dithian-2-yl)-3-(pyren-1-yl)prop-2-en-1-one (3,4-dimethoxy-benzylcarbamoyl)-methyl-4-methyl-pentanoate COC=1C=C(CNC(=O)C(C(=O)O)(CC(C)C)C)C=CC1OC.COC=1C=C(C=CC1OC)C(C(=O)C1SCCCS1)=CC1=CC=C2C=CC3=CC=CC4=CC=C1C2=C34